OC1=CC(=C(C=C1)C(CO)O)OC (4-hydroxy-2-methoxyphenyl)ethane-1,2-diol